ethyl (S)-2'-oxo-5,6-dihydro-4H-spiro[benzo[d]isoxazole-7,1'-cyclohexane]-3-carboxylate O=C1[C@@]2(CCCC1)CCCC=1C(=NOC12)C(=O)OCC